C1=CC=CC=2C3=CC=CC=C3C(C12)COC(=O)N[C@H](C(=O)O)CCC1=CC=C(C=C1)S(F)(F)(F)(F)F (2S)-2-(9H-fluoren-9-ylmethoxycarbonylamino)-4-[4-(pentafluoro-λ6-sulfanyl)phenyl]butanoic acid